4-(5-(bromodifluoromethyl)-1,2,4-oxadiazol-3-yl)benzoic acid BrC(C1=NC(=NO1)C1=CC=C(C(=O)O)C=C1)(F)F